Benzotriazol-5-yl-2-{[4-(2-oxo-1,4-dihydro-2H-quinazolin-3-yl)-piperidine-1-carbonyl]amino}-propionic acid methyl ester COC(C(C)(NC(=O)N1CCC(CC1)N1C(NC2=CC=CC=C2C1)=O)C1=CC2=C(NN=N2)C=C1)=O